(2E)-4-(dimethylamino)-1-{2-[3-fluoro-4-(trifluoromethyl)phenyl]-3-(pyridin-4-yl)-6,7-dihydropyrazolo[1,5-a]pyrazin-5(4H)-yl}but-2-en-1-one CN(C/C=C/C(=O)N1CC=2N(CC1)N=C(C2C2=CC=NC=C2)C2=CC(=C(C=C2)C(F)(F)F)F)C